C(C1CO1)OC(C(=C)C)=O.C=C ethylene glycidyl-methacrylate